[3-[4-(hydroxymethyl)phenyl]-4-(3,3,3-trifluoropropoxy)phenyl]-[4-(5-methyloxazolo[4,5-b]pyridin-2-yl)piperazin-1-yl]methanone OCC1=CC=C(C=C1)C=1C=C(C=CC1OCCC(F)(F)F)C(=O)N1CCN(CC1)C=1OC=2C(=NC(=CC2)C)N1